C(C(O)C)(=O)O.OCC[N+](C)(C)C choline lactic acid